C(C)(C)(C)OC(=O)C=1N=C2N(N1)[C@@H](C[C@H]2O)C2=CC=CC=C2 (5S,7R)-7-hydroxy-5-phenyl-6,7-dihydro-5H-pyrrolo[1,2-b][1,2,4]Triazole-2-carboxylic acid tert-butyl ester